5,5',5'',5'''-(5-(4,6-diphenyl-1,3,5-triazin-2-yl)-6-(2,6-diphenylpyrimidin-4-yl)benzene-1,2,3,4-tetrayl)tetrakis(5H-pyrido[4,3-b]indole) C1(=CC=CC=C1)C1=NC(=NC(=N1)C1=CC=CC=C1)C=1C(=C(C(=C(C1C1=NC(=NC(=C1)C1=CC=CC=C1)C1=CC=CC=C1)N1C2=C(C=3C=CC=CC13)C=NC=C2)N2C1=C(C=3C=CC=CC23)C=NC=C1)N1C2=C(C=3C=CC=CC13)C=NC=C2)N2C1=C(C=3C=CC=CC23)C=NC=C1